C12CN(CC2C1)C1=NC2=C(C=C(C(=C2C(N1C)=O)Br)C)I 2-(3-azabicyclo[3.1.0]hexan-3-yl)-5-bromo-8-iodo-3,6-dimethylquinazolin-4(3H)-one